6-(Cyclopropanecarboxamido)-4-((7-methoxy-1-(3,3,3-trifluoropropyl)-1H-pyrazolo[4,3-c]pyridin-6-yl)amino)-N-(methyl-d3)nicotinamide C1(CC1)C(=O)NC1=NC=C(C(=O)NC([2H])([2H])[2H])C(=C1)NC1=C(C2=C(C=N1)C=NN2CCC(F)(F)F)OC